p-fluorobenzoyl iodide FC1=CC=C(C(=O)I)C=C1